C(CCC)(=O)OCCCCCCCCCCCCCCCCCCCCCC n-docosyl butanoate